5-[4-amino-5-(trifluoromethyl)pyrrolo[2,1-f][1,2,4]triazin-7-yl]-N-[(3R,4S)-4-fluoro-1-(2-hydroxy-2-methylpropanoyl)pyrrolidin-3-yl]-2-methylbenzamide NC1=NC=NN2C1=C(C=C2C=2C=CC(=C(C(=O)N[C@@H]1CN(C[C@@H]1F)C(C(C)(C)O)=O)C2)C)C(F)(F)F